Methyl-(4-Azido-2-(trifluoromethyl)benzoyl)glycine Ethyl-4-(3-(4-(((tert-butoxycarbonyl)(2-(3,4-difluorophenyl)cyclopropyl)amino)methyl)-1H-imidazol-1-yl)propyl)benzoate C(C)C1=C(C(=O)O)C=CC(=C1)CCCN1C=NC(=C1)CN(C1C(C1)C1=CC(=C(C=C1)F)F)C(=O)OC(C)(C)C.CN(CC(=O)O)C(C1=C(C=C(C=C1)N=[N+]=[N-])C(F)(F)F)=O